((8-bromo-8,8-difluorooctyl)amino)-3-(N,N-dimethylsulfamoyl)benzoic acid methyl ester COC(C1=C(C(=CC=C1)S(N(C)C)(=O)=O)NCCCCCCCC(F)(F)Br)=O